4-benzoyl-3-chlorobenzoic acid sodium salt [Na+].C(C1=CC=CC=C1)(=O)C1=C(C=C(C(=O)[O-])C=C1)Cl